5-(phenylmethyl)-N-[(3S)-2,3,4,5-tetrahydro-4-oxopyrido[4,3-b][1,4]oxazepin-3-yl]-3-isoxazolecarboxamide C1(=CC=CC=C1)CC1=CC(=NO1)C(=O)N[C@@H]1C(NC2=C(OC1)C=CN=C2)=O